ClC=1C(=NC(=NC1)NC1=CNC=C1)C1=CNC2=CC=CC=C12 (R)-3-((5-Chloro-4-(1H-indol-3-yl)pyrimidin-2-yl)amino)pyrrole